(E)-5-(4-ethoxyphenyl)-N'-(thiophen-2-ylmethylene)furan-2-carbohydrazide C(C)OC1=CC=C(C=C1)C1=CC=C(O1)C(=O)N/N=C/C=1SC=CC1